O1C=C(C2=C1C=CC=C2)C=2N=C(SC2SC(C)C)N2N=C(C(=C2C(=O)O)C2=CC(=CC=C2)F)C 1-(4-(benzofuran-3-yl)-5-(isopropylthio)thiazol-2-yl)-4-(3-fluorophenyl)-3-methyl-1H-pyrazole-5-carboxylic acid